SCC(S)CS trithioglycerol